ethyl 6-(difluoromethyl)-5-fluoro-1H-indole-2-carboxylate FC(C1=C(C=C2C=C(NC2=C1)C(=O)OCC)F)F